CC=1N(C(C=C(N1)C)=O)CC1=CC=C(C=C1)C=1C=C(C=CC1C#N)C1=CC=CC=C1 4''-((2,4-dimethyl-6-oxopyrimidin-1(6H)-yl)methyl)-[1,1':3',1''-terphenyl]-4'-carbonitrile